(Z,E)-5,7-Dodecadienyl acetate C(C)(=O)OCCCC\C=C/C=C/CCCC